C(C)(C)NC(=O)C1=NN(C=N1)CC=1SC(=CC1)C1=NOC(=N1)C(F)(F)F N-isopropyl-1-[[5-[5-(trifluoromethyl)-1,2,4-oxadiazol-3-yl]-2-thienyl]methyl]-1,2,4-triazole-3-carboxamide